COC1=C(C=CC=C1)N1C=C(C2=CC(=CC=C12)C#N)C (2-methoxyphenyl)-3-methyl-1H-indole-5-carbonitrile